N1(N=CC=C1)CCC=1N(C=2C(=C3CC[C@@H](N(C3=CC2)C(=O)OC)C)N1)CCN1CCN(CC1)C1CC1 methyl (S)-2-(2-(1H-pyrazol-1-yl)ethyl)-3-(2-(4-cyclopropylpiperazin-1-yl)ethyl)-7-methyl-3,7,8,9-tetrahydro-6H-imidazo[4,5-f]quinoline-6-carboxylate